4-acetylnaphthol C(C)(=O)C1=CC=C(C2=CC=CC=C12)O